5-(6-(4-((6-methoxypyridazin-3-yl)oxy)piperidin-1-yl)pyridin-3-yl)-7-(1-methyl-1H-pyrazol-4-yl)imidazo[1,2-a]pyridine-3-carbonitrile COC1=CC=C(N=N1)OC1CCN(CC1)C1=CC=C(C=N1)C1=CC(=CC=2N1C(=CN2)C#N)C=2C=NN(C2)C